5-((3-acetyl-1-cyclopentyl-4-methyl-2-oxo-1,6-naphthyridin-7-yl)amino)pyrazin-2-yl-2-methyl-piperazine-1-carboxylic acid tert-butyl ester C(C)(C)(C)OC(=O)N1C(CNCC1)(C)C1=NC=C(N=C1)NC1=NC=C2C(=C(C(N(C2=C1)C1CCCC1)=O)C(C)=O)C